6-(6-chloropyridin-2-yl)-N2-((R)-1,1,1-trifluoropropan-2-yl)-N4-((S)-1,1,1-trifluoropropan-2-yl)-1,3,5-triazine-2,4-diamine ClC1=CC=CC(=N1)C1=NC(=NC(=N1)N[C@@H](C(F)(F)F)C)N[C@H](C(F)(F)F)C